tert-Butyl ({[(1R,2R,3R,4R)-4-({5-[(4-benzyl-5-chloro-2-thienyl)carbonyl]pyrimidin-4-yl}amino)-3-fluoro-2-hydroxycyclopentyl]methoxy}sulfonyl)carbamate C(C1=CC=CC=C1)C=1C=C(SC1Cl)C(=O)C=1C(=NC=NC1)N[C@H]1[C@H]([C@@H]([C@H](C1)COS(=O)(=O)NC(OC(C)(C)C)=O)O)F